2-(2,6-dioxopiperidin-3-yl)-6-fluoro-4-((7-oxo-7-(piperidin-1-yl)heptyl)thio)isoindoline-1,3-dione O=C1NC(CCC1N1C(C2=CC(=CC(=C2C1=O)SCCCCCCC(N1CCCCC1)=O)F)=O)=O